N1(CCCCCC1)C=1C2=C(N=C(N1)OC[C@]13CCCN3C[C@@H](C1)F)C(=C(N=C2)C2=CC(=CC1=CC=C(C(=C21)CC)F)O)F 4-(4-(azepan-1-yl)-8-fluoro-2-(((2r,7as)-2-fluoro-hexahydro-1H-pyrrolizin-7a-yl)methoxy)pyrido[4,3-d]pyrimidin-7-yl)-5-ethyl-6-fluoronaphthalen-2-ol